N-(2-(Pyrrolidin-1-yl)-4-((4-(trifluoromethyl)benzyl)amino)phenyl)octanamid N1(CCCC1)C1=C(C=CC(=C1)NCC1=CC=C(C=C1)C(F)(F)F)NC(CCCCCCC)=O